thiazol-5-yl-N-(1,1,1-trifluorobutan-2-yl)benzenesulfonamide S1C=NC=C1C1=C(C=CC=C1)S(=O)(=O)NC(C(F)(F)F)CC